2-[(2R)-3-(3,4-Dihydro-1H-isochinolin-2-yl)-2-hydroxy-propyl]-6-(1,4-oxazepan-4-ylmethyl)-3,4-dihydroisochinolin-1-on C1N(CCC2=CC=CC=C12)C[C@H](CN1C(C2=CC=C(C=C2CC1)CN1CCOCCC1)=O)O